C(C)C1=CC2=C(S1)C1(CC(N(CC1)CC=1C=NN(C1)CCS(=O)(=O)C)C)OCC2O 2-ethyl-2'-methyl-1'-[[1-(2-methylsulfonylethyl)pyrazol-4-yl]methyl]spiro[4,5-dihydrothieno[2,3-c]pyran-7,4'-piperidine]-4-ol